S(=O)(=O)(C1=CC=C(C=C1)OC1=CC=C(C=C1)O)C1=CC=C(C=C1)OC1=CC=C(C=C1)O 4,4'-((sulfonylbis(4,1-phenylene))bis(oxy))diphenol